tert-butyl (4-formyltetrahydro-2H-thiopyran-4-yl)carbamate C(=O)C1(CCSCC1)NC(OC(C)(C)C)=O